C(#N)C1=CC(=C(C=C1)C1=CC(=NC(=C1)C1CC1)NC(C=1C(N(C=C(C1)CNCCOC)CC1CC1)=O)=O)C=1N(C=C(N1)C#N)C N-{4-[4-cyano-2-(4-cyano-1-methyl-2-imidazolyl)phenyl]-6-cyclopropyl-2-pyridyl}-1-(cyclopropylmethyl)-5-[(2-methoxyethylamino)methyl]-2-oxo-1,2-dihydronicotinamide